(S)-2-((S)-2-amino-3-Methylbutanylamino)-N-(4-(hydroxymethyl)phenyl)-5-ureidopentanamide N[C@H](CN[C@H](C(=O)NC1=CC=C(C=C1)CO)CCCNC(=O)N)C(C)C